2-(naphthalene-2-yl)-1-(3,4,5-trimethoxyphenyl)ethane C1=C(C=CC2=CC=CC=C12)CCC1=CC(=C(C(=C1)OC)OC)OC